COC=1C=CC2=C(C=C(O2)C=2N=C3N(C=CC(=C3)C#C[Si](C)(C)C)C2NC)C1 2-(5-methoxy-1-benzofuran-2-yl)-N-methyl-7-[2-(trimethylsilyl)ethynyl]imidazo[1,2-a]pyridin-3-amine